(R)-5-(2-(3-(2-(1H-imidazol-1-yl)ethyl)-3-(2-ethoxypropan-2-yl)pyrrolidin-1-yl)propan-2-yl)-2-methylpyridine N1(C=NC=C1)CC[C@]1(CN(CC1)C(C)(C)C=1C=CC(=NC1)C)C(C)(C)OCC